C(C)(C)N1OC(C2C1C(CC(C2)C)C)(C)C 1-isopropyl-3,3,5,7-tetramethyloctahydrobenzo[c]isoxazole